C(C)(C)C1=C(SC=C1)C(=O)O 3-isopropylthiophene-2-carboxylic acid